FC([C@@H]1[C@H](C1)C=O)(F)F (1S,2S)-2-(TRIFLUOROMETHYL)CYCLOPROPANE-1-CARBALDEHYDE